(S)-8-hydroxy-7-methoxy-5-oxo-2,3,11,11a-tetrahydro-1H-benzo[e]pyrrolo[1,2-a][1,4]diazepine-10(5H)-carboxylic acid allyl ester C(C=C)OC(=O)N1C[C@H]2N(C(C3=C1C=C(C(=C3)OC)O)=O)CCC2